N-[4-(naphthalen-1-yl)phenyl][1,1'-biphenyl]-4-amine C1(=CC=CC2=CC=CC=C12)C1=CC=C(C=C1)NC1=CC=C(C=C1)C1=CC=CC=C1